C1(=CC(=CC=C1)NC(=O)C1=NNC2=C1CNCC2)C N-(m-tolyl)-4,5,6,7-tetrahydro-1H-pyrazolo[4,3-c]pyridine-3-carboxamide